5-amino-N-{2-[3-methoxy-4-(methylamino)pyrrolidin-1-yl]-5,6,7,8-tetrahydroquinolin-6-yl}-2-methylthieno[2,3-d]pyrimidine-6-carboxamide NC1=C(SC=2N=C(N=CC21)C)C(=O)NC2CC=1C=CC(=NC1CC2)N2CC(C(C2)NC)OC